pyridinium isourea NC(O)=N.[NH+]1=CC=CC=C1